para-tolyl isocyanate C1(=CC=C(C=C1)N=C=O)C